O=CNCC(NC(CC(NCCC(NCCC(NC(CCCCCCCCCCCCCCCCC(=O)O)=O)C(=O)O)=O)=O)C(=O)O)=O 1,4,8,12,18-pentaoxo-2,5,9,13,17-pentaazatetratriacontane-6,16,34-tricarboxylic acid